BrC1=C(C=C2C(=NC(=NC2=C1F)OCC1N(CCC1)C)N1CCN(CC1)C(=O)OC(C)(C)C)CC#N tert-butyl 4-[7-bromo-6-(cyanomethyl)-8-fluoro-2-[(1-methylpyrrolidin-2-yl)methoxy]quinazolin-4-yl]piperazine-1-carboxylate